C1=CC=C2C=CC=C3C(C=4C=CC=CC4C1=C23)=O benzo[de]anthracen-7-one